(E)-2-(4-(3-(3-isopropyl-6-(methylthio)benzofuran-2-yl)-3-oxoprop-1-en-1-yl)-2,6-dimethylphenoxy)-2-methylpropanoic acid C(C)(C)C1=C(OC2=C1C=CC(=C2)SC)C(/C=C/C2=CC(=C(OC(C(=O)O)(C)C)C(=C2)C)C)=O